4-(6-(bis(2-methoxyethyl)amino)-2-(5,6-dihydroimidazo[1,5-a]pyrazin-7(8H)-yl)-8-(4-methoxypiperidin-1-yl)pyrimido[5,4-d]pyrimidin-4-yl)-1-methylpiperazin-2-one COCCN(C=1N=C(C=2N=C(N=C(C2N1)N1CC(N(CC1)C)=O)N1CC=2N(CC1)C=NC2)N2CCC(CC2)OC)CCOC